(7S)-2-(((1-(3-(4-fluorophenyl)propyl)-1H-pyrazol-4-yl)methyl)amino)-7,8-dimethyl-7,8-dihydropteridin-6(5H)-one FC1=CC=C(C=C1)CCCN1N=CC(=C1)CNC1=NC=2N([C@H](C(NC2C=N1)=O)C)C